(1S,3aR,6aS)-2-(4,6-dichloro-5-fluoro-1H-indole-2-carbonyl)-N-((S)-4-hydroxy-3-oxo-1-((S)-2-oxopyrrolidin-3-yl)butan-2-yl)octahydrocyclopenta[c]pyrrole-1-carboxamide ClC1=C2C=C(NC2=CC(=C1F)Cl)C(=O)N1[C@@H]([C@@H]2[C@H](C1)CCC2)C(=O)N[C@@H](C[C@H]2C(NCC2)=O)C(CO)=O